hydroxy-4-((3-(2-(3,3-dimethylbutyramido)ethyl)-5-methoxy-1H-indol-1-yl)methyl)-benzamide OC1=C(C(=O)N)C=CC(=C1)CN1C=C(C2=CC(=CC=C12)OC)CCNC(CC(C)(C)C)=O